4-Fluoroacetophenone CC(=O)C1=CC=C(C=C1)F